3-(oxetan-2-ylmethyl)-3H-imidazo[4,5-c]pyridine-6-carboimidic acid O1C(CC1)CN1C=NC2=C1C=NC(=C2)C(O)=N